(methylcyclopentadienyl)manganese (I) CC1(C=CC=C1)[Mn]